ClC=1C=CC(=C(C1)C=1C(=NN(C(C1)=O)[C@H](C(=O)NC1=CC=C(C(=O)OC(C)(C)C)C=C1)CC1=CC=CC=C1)OC)CCC tert-butyl (S)-4-(2-(4-(5-chloro-2-propanylphenyl)-3-methoxy-6-oxopyridazin-1(6H)-yl)-3-phenylpropanamido)benzoate